1-(4-oxazol-2-ylpyrimidin-2-yl)piperidine-4-carboxylic acid TFA salt OC(=O)C(F)(F)F.O1C(=NC=C1)C1=NC(=NC=C1)N1CCC(CC1)C(=O)O